OC=C(C(=O)NC(C)(C)C1=CC=CC=C1)C1=CC=C(C=C1)OC[C@H](CCC)C (2S)-3-hydroxy-2-{4-[(2-methylpentyl)oxy]phenyl}-N-(2-phenylpropan-2-yl)acrylamide